N(=[N+]=[N-])\C(\C(=O)OC)=C/C1=C(C(=CC=C1)F)C(F)(F)F methyl (Z)-2-azido-3-(3-fluoro-2-(trifluoromethyl)phenyl)acrylate